benzyl 7-formyl-6-(1-methoxycarbonylindolizin-3-yl)-3,4-dihydro-1H-isoquinoline-2-carboxylate C(=O)C1=C(C=C2CCN(CC2=C1)C(=O)OCC1=CC=CC=C1)C1=CC(=C2C=CC=CN12)C(=O)OC